3,5-difluoro-4-([[3-methyl-1-(oxan-2-yl)pyrazolo[3,4-b]pyridin-5-yl]oxy]methyl)pyridin-2-amine FC=1C(=NC=C(C1COC=1C=C2C(=NC1)N(N=C2C)C2OCCCC2)F)N